dibutyldiphenyl-ammonium C(CCC)[N+](C1=CC=CC=C1)(C1=CC=CC=C1)CCCC